NC1=NC(=CC=2C1=NN(N2)C(C)C2=NC=CC=C2)C=2C=C(C#N)C=CC2 3-(4-amino-2-(1-(pyridin-2-yl)ethyl)-2H-[1,2,3]triazolo[4,5-c]pyridin-6-yl)benzonitrile